2,5-di-tert-butyl-p-benzoquinone CC(C)(C)C1=CC(=O)C(=CC1=O)C(C)(C)C